(2-((4-(5-chloro-3-((3,5-dimethylphenyl) sulfonyl)-1H-indole-2-carboxamido) butyl) carbamoyl) phenyl) sulfanylbutyrate SC(C(=O)OC1=C(C=CC=C1)C(NCCCCNC(=O)C=1NC2=CC=C(C=C2C1S(=O)(=O)C1=CC(=CC(=C1)C)C)Cl)=O)CC